2-(4-(3-hydroxy-6-(2-hydroxyphenyl)pyridazin-4-yl)piperazin-1-yl)acetic acid OC=1N=NC(=CC1N1CCN(CC1)CC(=O)O)C1=C(C=CC=C1)O